C(C1=CC=CC=C1)(=O)NC1=CC(=NN1C)C1=CC=C(C=C1)NC(=O)C=1C(=CC=CC1)C1=CC=CC=C1 N-(4-(5-benzamido-1-methyl-1H-pyrazol-3-yl)phenyl)-[1,1'-biphenyl]-2-carboxamide